BrC(C(=O)NC1=NC=C(C=C1)OC(C)C1CC1)C 2-bromo-N-(5-(1-cyclopropylethoxy)pyridin-2-yl)propionamide